phenyl (4,6-dimethylpyrimidin-2-yl)carbamate CC1=NC(=NC(=C1)C)NC(OC1=CC=CC=C1)=O